2,3,4,7-tetrahydroazepin-3-ol N1CC(CC=CC1)O